(piperazin-1-yl)-1,2,3-benzotriazole-4-carboxamide N1(CCNCC1)C1=C(C2=C(NN=N2)C=C1)C(=O)N